COC1=CC2=C(N(C(O2)=O)CCNC(\C=C\C=2OC=CC2)=O)C=C1 (E)-N-(2-(6-methoxy-2-oxo-2,3-dihydro-1,3-benzoxazol-3-yl)ethyl)-3-(2-furyl)acrylamide